[N+](=O)([O-])C1=C(C(=O)O)C=CC(=C1)S(F)(F)(F)(F)F 2-nitro-4-(pentafluoro-lambda6-sulfanyl)benzoic acid